C(=O)(O)CC1=CC=CC=2N=CNC21 4-carboxymethylbenzimidazole